ClC1=CC(=C(C=C1)C=N[C@@H](CCCN\C(\N)=N\[H])C(=O)O)O (E)-N2-[(4-chloro-2-hydroxyphenyl)methylidene]-L-arginine